heptyl-lysergic acid amide C(CCCCCC)NC(=O)[C@H]1CN(C)[C@@H]2CC3=CNC4=CC=CC(C2=C1)=C34